ClC=1C=C(OCC2=NN=C(S2)C2=C(C(=O)N)C(=CC(=N2)C)C2=C(C=CC=C2)OC)C=CC1Cl (5-((3,4-dichlorophenoxy)methyl)-1,3,4-thiadiazol-2-yl)-4-(2-methoxyphenyl)-6-methylnicotinamide